tertbutyl 3-ethynylmorpholine-4-carboxylate C(#C)C1N(CCOC1)C(=O)OC(C)(C)C